3-(1-hydroxyethyl)phenylboronic acid OC(C)C=1C=C(C=CC1)B(O)O